N-(2-(4-((R)-4-cyclopropyl-3-methylpiperazin-1-yl)piperidin-1-yl)-4-methoxy-5-((6-((R)-3-(3-phenoxyphenyl)-isoxazolidin-2-yl)-pyrimidin-4-yl)-amino)phenyl)-acrylamide C1(CC1)N1[C@@H](CN(CC1)C1CCN(CC1)C1=C(C=C(C(=C1)OC)NC1=NC=NC(=C1)N1OCC[C@@H]1C1=CC(=CC=C1)OC1=CC=CC=C1)NC(C=C)=O)C